CC(C)(C)N(CC1OC1)CC1=CC(=CC=C1)C 2-methyl-N-(3-methylbenzyl)-N-(oxiran-2-ylmethyl)propan-2-amine